2-DIMETHYLAMINO-6-OXO-4-PHENYL-6H-[1,3]OXAZINE-5-CARBALDEHYDE CN(C=1OC(C(=C(N1)C1=CC=CC=C1)C=O)=O)C